2-(2-(2-methoxyethoxy)ethoxy)-2-methoxyethyl thiol COCCOCCOC(CS)OC